C1(=CC=CC=C1)N(C1=CC=C(C=C1)C1=NC(=C2N1C=CC=C2)C2=[N+](C=CC=C2)C)C2=CC=CC=C2 2-(3-(4-(diphenylamino)phenyl)imidazo[1,5-a]pyridin-1-yl)-1-methylpyridin-1-ium